4-Bromo-7-(4-(tert-butyl)phenyl)-2-isobutyl-benzotriazole BrC1=CC=C(C2=NN(N=C21)CC(C)C)C2=CC=C(C=C2)C(C)(C)C